CC1C=2N(CCN1)C(=NC2C#N)C2=NC(=NS2)C 8-methyl-3-(3-methyl-1,2,4-thiadiazol-5-yl)-5,6,7,8-tetrahydroimidazo[1,5-a]Pyrazine-1-carbonitrile